ClC=1C=C(C=CC1SC=1SC2=C(N1)C=C(C=C2)Cl)NC(=O)NC2=CC(=C(C=C2)F)F 1-(3-chloro-4-((5-chlorobenzo[d]thiazol-2-yl)thio)phenyl)-3-(3,4-difluorophenyl)urea